C(=O)(OCC1C2=CC=CC=C2C2=CC=CC=C12)[C@@](C(=O)O)(CC1=C(C=C(C=C1)Cl)Cl)N (S)-Fmoc-2-amino-3-(2,4-dichlorophenyl)propionic acid